C(C1=CC=CC=C1)N1CCC(CC1)CCNC(=O)N1[C@@H](CN(C[C@H]1C)C=1N=NC(=CC1)OC)C (2R,6R)-N-[2-(1-benzylpiperidin-4-yl)ethyl]-4-(6-methoxypyridazin-3-yl)-2,6-dimethylpiperazine-1-carboxamide